2-(2,6-dichlorobenzamido)-10-((4-methyl-3-oxo-3,4,5,6-tetrahydropyrazin-2-yl)amino)decanoic acid ClC1=C(C(=O)NC(C(=O)O)CCCCCCCCNC2=NCCN(C2=O)C)C(=CC=C1)Cl